FC(C(=O)O)(F)F.C(C1=CC=CC=C1)OC(CC[C@@H](N)C(N)=O)=O D-alpha-glutamine benzyl ester trifluoroacetate salt